(S)-1'-(3-(1-(thiophen-2-yl)vinyl)-1H-pyrazolo[3,4-b]pyrazin-6-yl)-1,3-dihydro-spiro[inden-2,4'-piperidin]-1-amine S1C(=CC=C1)C(=C)C1=NNC2=NC(=CN=C21)N2CCC1(CC2)[C@@H](C2=CC=CC=C2C1)N